6-((2R,3S)-2-amino-3-fluorobutyl)-2-chloro-7-((E)-prop-1-en-1-yl)-N-(thiophen-2-ylmethyl)pyrrolo[2,1-f][1,2,4]triazin-4-amine N[C@H](CC=1C=C2C(=NC(=NN2C1\C=C\C)Cl)NCC=1SC=CC1)[C@H](C)F